O=C1C(=CN=C(N1CC(=O)O)C1=CC=CC=C1)NC(C)C1=CC=C(C=C1)OC1=CC=CC=C1 2-(6-oxo-5-((1-(4-phenoxyphenyl)ethyl)amino)-2-phenylpyrimidin-1(6H)-yl)acetic acid